7-hydroxy-1,3,4,5-tetrahydro-2H-benzo[d]azepine-2-One OC1=CC2=C(CC(NCC2)=O)C=C1